cadmium chloride hemi(pentahydrate) [Cl-].[Cl-].[Cd+2]